(6-(2-methoxyethyl)-4,5,6,7-tetrahydro-3aH-pyrazolo[3,4-c]pyridin-3-yl)methanone COCCN1CC=2C(CC1)C(=NN2)C=O